((1-cyclopropyl-3-(tetrahydro-2H-pyran-4-yl)-1H-pyrazol-4-yl)oxy)-7-(1-(methylsulfonyl)-1,2,3,6-tetrahydropyridin-4-yl)quinoline C1(CC1)N1N=C(C(=C1)OC1=NC2=CC(=CC=C2C=C1)C=1CCN(CC1)S(=O)(=O)C)C1CCOCC1